3-acetyl-5-methyl-7-hydroxy-8-(phenylpiperazinyl)methylcoumarin C(C)(=O)C=1C(OC2=C(C(=CC(=C2C1)C)O)CN1C(CNCC1)C1=CC=CC=C1)=O